17alpha-ethynyl-5-androstene C(#C)[C@H]1[C@]2(C)[C@@H](CC1)[C@@H]1CC=C3CCCC[C@]3(C)[C@H]1CC2